2-((4-(1,1-dioxidoisothiazolidin-2-yl)-3-fluorophenyl)amino)-4-((tetrahydro-2H-pyran-4-yl)amino)-7H-pyrrolo[2,3-d]pyrimidine-5-carbonitrile O=S1(N(CCC1)C1=C(C=C(C=C1)NC=1N=C(C2=C(N1)NC=C2C#N)NC2CCOCC2)F)=O